BrC1=CC(=C(S1)C1=CC=CC=C1)C1=CC=CC=C1 5-bromo-2,3-diphenylthiophene